OCCSSCCO bis-(2-hydroxyethyl) disulfide